CN(C(C1=CC=CC=C1)=O)C1=CC=C(C=C1)C(F)(F)F N-methyl-N-(4-(trifluoromethyl)phenyl)benzamide